C(C1=CC=CC=C1)(=O)OC[C@@H]1N(C[C@H](C1)OC1=CC=C2CCC(NC2=C1)=O)C(=O)OC(C)(C)C tert-butyl (2R,4S)-2-((benzoyloxy)methyl)-4-((2-oxo-1,2,3,4-tetrahydroquinolin-7-yl)oxy)pyrrolidine-1-Carboxylate